C(O[C@H]1[C@@H](O[C@]([C@H]1OCC1=CC=CC=C1)(C)COCC1=CC=CC=C1)N1C(N=C(C(=C1)Cl)N)=O)(OC1=CC=CC=C1)=S O-((2R,3R,4S,5R)-2-(4-amino-5-chloro-2-oxopyrimidin-1(2H)-yl)-4-(benzyloxy)-5-((benzyloxy)methyl)-5-methyltetrahydrofuran-3-yl) O-phenyl carbonothioate